C1=NC=C(C2=CC=CC=C12)N1C(N(C[C@@H]1C#N)C=1C=NC(=NC1)C)=O |r| Racemic-3-(isoquinolin-4-yl)-1-(2-methylpyrimidin-5-yl)-2-oxoimidazolidine-4-carbonitrile